ethyl 2-bromo-7-cyclobutylpyrazolo[1,5-a]pyrimidine-5-carboxylate BrC1=NN2C(N=C(C=C2C2CCC2)C(=O)OCC)=C1